N-[4-[2-(1-methylpyrazol-4-yl)piperazine-1-carbonyl]-3-pyrrolidin-1-ylphenyl]cyclopropanecarboxamide CN1N=CC(=C1)C1N(CCNC1)C(=O)C1=C(C=C(C=C1)NC(=O)C1CC1)N1CCCC1